1,2-bis(phenylamino)propane C1(=CC=CC=C1)NCC(C)NC1=CC=CC=C1